Cl.NC1CCN(CC1)C1=CC(=C(C(=N1)C1=CC(=C(C#N)C=C1)F)C1=CC(=C(C=C1)OC)O)OCC1CC1 4-(6-(4-aminopiperidin-1-yl)-4-(cyclopropylmethoxy)-3-(3-hydroxy-4-methoxyphenyl)pyridin-2-yl)-2-fluorobenzonitrile hydrochloride